N-methyl-4,5-dihydro-1,3-thiazol-2-amine CNC=1SCCN1